(2S)-4-(3,3-difluoropiperidin-1-yl)-4-oxo-1-sulfamoylbutan FC1(CN(CCC1)C(CCCS(N)(=O)=O)=O)F